(S)-quinuclidin-3-yl (7-(2,6-dimethoxyphenyl)chroman-4-yl)carbamate COC1=C(C(=CC=C1)OC)C1=CC=C2C(CCOC2=C1)NC(O[C@@H]1CN2CCC1CC2)=O